FC1=CC=C2C=C(NC2=C1)C(=O)N[C@H](C(N[C@H](C=C=O)C[C@H]1C(NCC1)=C=O)=C=O)CC1CCCCC1 6-Fluoro-N-{(S)-1-carbonyl-1-{{(S)-1-carbonyl-3-[(S)-2-carbonylpyrrolidin-3-yl]propan-2-yl}amino}-3-cyclohexylpropan-2-yl}-1H-indole-2-carboxamide